3-chloro-4-((1S,5R)-1-(5-(1-methylpiperidin-4-yl)-1,3,4-oxadiazol-2-yl)-5-(trifluoromethyl)-3-azabicyclo[3.1.0]hexane-3-yl)pyrazolo[1,5-a]pyridine-7-carbonitrile ClC=1C=NN2C1C(=CC=C2C#N)N2C[C@@]1(C[C@@]1(C2)C(F)(F)F)C=2OC(=NN2)C2CCN(CC2)C